4-{[6-(5-chloro-2-fluorophenyl)-2H,3H,4H-pyrido[3,2-b][1,4]-oxazin-8-yl]amino}-N-cyclopropylpyridine-3-carboxamide ClC=1C=CC(=C(C1)C=1C=C(C=2OCCNC2N1)NC1=C(C=NC=C1)C(=O)NC1CC1)F